2-(4-(4-(aminomethyl)-8-chloro-1-oxo-1,2-dihydrophthalazin-6-yl)-1-methyl-1H-pyrazol-5-yl)benzo[b]thiophene-3-carbonitrile NCC1=NNC(C2=C(C=C(C=C12)C=1C=NN(C1C1=C(C2=C(S1)C=CC=C2)C#N)C)Cl)=O